ClC1=CC=C(C=C1)COC1=NN=C(S1)NC(=O)C1=C(C=NC=C1)C1=CC=CC=2N(CCOC21)C N-[5-[(4-chlorophenyl)methoxy]-1,3,4-thiadiazol-2-yl]-3-(4-methyl-2,3-dihydro-1,4-benzoxazin-8-yl)pyridine-4-carboxamide